2-[4-bromo-5-fluoro-2-(1,2-oxazol-5-yl)phenoxy]acetic acid BrC1=CC(=C(OCC(=O)O)C=C1F)C1=CC=NO1